1-(1-Methylpyrazolo[3,4-c]pyridin-4-yl)ethanol CN1N=CC=2C1=CN=CC2C(C)O